methyl (R)-2-methyl-1-(1-(5-methylene-1,3-dioxan-2-yl)ethyl)-1H-indole-3-carboxylate CC=1N(C2=CC=CC=C2C1C(=O)OC)[C@H](C)C1OCC(CO1)=C